C(#N)C[C@@H]1N(CCN(C1)C=1C2=C(N=C(N1)SC)CN(CC2)C2=C1C=NN(C1=CC(=C2C)C)C2OCCCC2)C(=O)OCC2=CC=CC=C2 benzyl (2S)-2-(cyanomethyl)-4-[7-(5,6-dimethyl-1-tetrahydropyran-2-yl-indazol-4-yl)-2-methylsulfanyl-6,8-dihydro-5H-pyrido[3,4-d]pyrimidin-4-yl]piperazine-1-carboxylate